3-Aminopyrrolidine-1-carboxylate NC1CN(CC1)C(=O)[O-]